BrC=1C=2N(C=C(N1)C)C=C(N2)C(=O)OCC ethyl 8-bromo-6-methyl-imidazo[1,2-a]pyrazine-2-carboxylate